C(C)(=O)OCCC([C@H]1C(NCC1)=O)C(NC1CC1)=O (cyclopropylcarbamoyl)-3-[(3S)-2-oxopyrrolidin-3-yl]propyl acetate